N-[(1RS)-1-benzyl-1,3-dimethyl-butyl]-8-fluoro-quinoline-3-carboxamide C(C1=CC=CC=C1)[C@](CC(C)C)(C)NC(=O)C=1C=NC2=C(C=CC=C2C1)F |r|